ClC=1C(=C(C=CC1)C1=C(C=CC=C1OC)OC)P(C1CCCCC1)C1CCCCC1 chloro(2-di-cyclohexylphosphino-2',6'-dimethoxy-1,1'-biphenyl)